O[C@@]1(C2(C(=C3C(=C(C=C3C1=O)C)CO[C@@H]1O[C@H]([C@@H]([C@H]([C@@H]1O)O)O)CO)C)CC2)C (R)-6'-hydroxy-2',4',6'-trimethyl-3'-((((2R,3S,4R,5R,6S)-3,4,5-trihydroxy-6-(hydroxymethyl)tetrahydro-2H-pyran-2-yl)oxy)methyl)spiro[cyclopropane-1,5'-inden]-7'(6'H)-one